C(C1=CC=CC=C1)(=O)NNC(=O)C1=NC=2N(C(=C1)N1CCOCC1)N=C(C2)C2=CC=NC=C2 N'-benzoyl-7-morpholino-2-(pyridin-4-yl)pyrazolo[1,5-a]pyrimidine-5-carbohydrazide